BrC1=NN2C(NC(=C(C2=O)N2C[C@H](N(CC2)C(=O)OC(C)(C)C)C)CC)=N1 (R)-tert-butyl 4-(2-bromo-5-ethyl-7-oxo-4,7-dihydro-[1,2,4]triazolo[1,5-a]pyrimidin-6-yl)-2-methylpiperazine-1-carboxylate